C(CCCCCCCCC)N1CCN(CCN(CCN(CCN(CC1)CCCCCCCCCC)CCCCCCCCCC)CCCCCCCCCC)CCCCCCCCCC 1,4,7,10,13-penta(decyl)-1,4,7,10,13-pentaazacyclopentadecane